trisallyl-chromium C(C=C)[Cr](CC=C)CC=C